(S)-2-amino-N-(cyclopropyl-sulfonyl)-3-((S)-2-oxopyrrolidin-3-yl)propanamide hydrochloride Cl.N[C@H](C(=O)NS(=O)(=O)C1CC1)C[C@H]1C(NCC1)=O